(1S)-6-chloro-2-[4-methoxy-6-(trifluoromethyl)-1,3,5-triazin-2-yl]-1-{[(3S)-oxan-3-yl]methyl}-2,3,4,9-tetrahydro-1H-pyrido[3,4-b]indole ClC=1C=C2C3=C(NC2=CC1)[C@@H](N(CC3)C3=NC(=NC(=N3)OC)C(F)(F)F)C[C@H]3COCCC3